1,3,5-triazazine N1=NN=CN=C1